2-((5-(4-chlorophenoxy)-4-methylthiazol-2-yl)amino)-2-oxoethyl methylsulfamate CNS(OCC(=O)NC=1SC(=C(N1)C)OC1=CC=C(C=C1)Cl)(=O)=O